IC1=C(C(=CC=C1)OC)N1N=CC(=C1)C(F)(F)F 1-(2-iodo-6-methoxy-phenyl)-4-(trifluoromethyl)pyrazole